O=C(/C=C/C=C\C\C=C/CCCCCCC(=O)O)CCCCC (8Z,11Z,13E)-15-oxoicosa-8,11,13-trienoic acid